S(=O)(=O)(OOCC)[O-] ethoxy sulfate